6-[4-amino-5-(trifluoromethyl)pyrimidin-2-yl]-7-fluoro-2-[(4S)-4-[[6-oxo-5-(trifluoromethyl)-1H-pyridazin-4-yl]amino]hexyl]isoquinolin NC1=NC(=NC=C1C(F)(F)F)C=1C=C2C=CN(CC2=CC1F)CCC[C@H](CC)NC=1C=NNC(C1C(F)(F)F)=O